ClC1=CC=C(COC2=C3C[C@H](N(CC3=CC=C2OC)C=2OC3=C(N2)C=CC(=C3)F)C(=O)OC)C=C1 methyl (S)-5-((4-chlorobenzyl)oxy)-2-(6-fluoro-benzo[d]oxazol-2-yl)-6-methoxy-1,2,3,4-tetrahydroisoquinoline-3-carboxylate